L-theanine ethyl ester C(C)OC([C@@H](N)CCC(=O)NCC)=O